C(C)(C)(C)OC(C1=CC=C(C=C1)NC([C@H](CC1=CC=CC=C1)N1C=NC(=CC1=O)C1=C(C=CC(=C1)Cl)N1N=NC(=C1)Cl)=O)=O (S)-4-(2-(4-(5-chloro-2-(4-chloro-1H-1,2,3-triazol-1-yl)phenyl)-6-oxopyrimidin-1(6H)-yl)-3-phenylpropionamido)benzoic acid tert-butyl ester